1-((1-Acetylindolin-5-yl)sulfonyl)-N-(4-(trifluoromethyl)phenyl)piperidine-4-carboxamide C(C)(=O)N1CCC2=CC(=CC=C12)S(=O)(=O)N1CCC(CC1)C(=O)NC1=CC=C(C=C1)C(F)(F)F